(4-((2,6-diethyl-3,4-dihydroquinolin-1(2H)-yl)sulfonyl)-2-hydroxymethyl-phenoxy)tetrahydro-2H-thiopyran 1,1-dioxide C(C)C1N(C2=CC=C(C=C2CC1)CC)S(=O)(=O)C1=CC(=C(OC2S(CCCC2)(=O)=O)C=C1)CO